ethyl 1-ethyl-6-fluoro-8-(hydroxymethyl)-4-oxo-8,9-dihydro-7H-cyclopenta[h]quinoline-3-carboxylate C(C)N1C=C(C(C2=CC(=C3C(=C12)CC(C3)CO)F)=O)C(=O)OCC